3-(2-methoxyethyl)-1-propylxanthine COCCN1C(N(C(C=2NC=NC12)=O)CCC)=O